methyl 5-((tert-butoxycarbonyl)amino)-2-(1,1-dioxidothiomorpholino)thiazole-4-carboxylate C(C)(C)(C)OC(=O)NC1=C(N=C(S1)N1CCS(CC1)(=O)=O)C(=O)OC